3-[6-[2-[2-[2-[2-[2-[2-[[2-[4-[6-(dimethylamino)pyridin-3-yl]phenyl]-1,3-benzothiazol-6-yl]amino]ethoxy]-ethoxy]ethoxy]ethoxy]ethoxy]ethoxy]-3-oxo-1H-isoindol-2-yl]piperidine-2,6-dione CN(C1=CC=C(C=N1)C1=CC=C(C=C1)C=1SC2=C(N1)C=CC(=C2)NCCOCCOCCOCCOCCOCCOC2=CC=C1C(N(CC1=C2)C2C(NC(CC2)=O)=O)=O)C